(2R,3S)-2,3-dimethylazetidin-3-ol tert-Butyl-((2R,3R)-4-chloro-3-hydroxy-3-methylbutan-2-yl)carbamate C(C)(C)(C)N(C(=O)O[C@@]1([C@H](NC1)C)C)[C@H](C)[C@@](CCl)(C)O